methyl (E)-2-[2-(6-chloropyrimidin-4-yloxy) phenyl]-3-methoxypropionate ClC1=CC(=NC=N1)OC1=C(C=CC=C1)C(C(=O)OC)COC